p-tert-butyl-phenoxycyclohexanol Tert-butyl-(S)-2-((tosyloxy)methyl)azetidine-1-carboxylate C(C)(C)(C)[C@]1(N(CC1)C(=O)OC1(CCC(CC1)C(C)(C)C)OC1=CC=CC=C1)COS(=O)(=O)C1=CC=C(C)C=C1